(5S,7R)-5-(5-Bromopyridin-2-yl)-6-(3-((tert-butyldiphenylsilyl)oxy)-2,2-difluoropropyl)-7-methyl-5,6,7,8-tetrahydro-[1,3]Dioxolano[4,5-g]Isoquinoline-2,2-d2 BrC=1C=CC(=NC1)[C@H]1N([C@@H](CC=2C=C3C(=CC12)OC(O3)([2H])[2H])C)CC(CO[Si](C3=CC=CC=C3)(C3=CC=CC=C3)C(C)(C)C)(F)F